6-{4-[2-(2,6-DIOXOPIPERIDIN-3-YL)-1,3-DIOXO-2,3-DIHYDRO-1H-ISOINDOL-5-YL]PIPERAZINE-1-CARBONYL}PYRIDINE-3-CARBOXYLIC ACID O=C1NC(CCC1N1C(C2=CC=C(C=C2C1=O)N1CCN(CC1)C(=O)C1=CC=C(C=N1)C(=O)O)=O)=O